n-Octyl-N,N-dimethyl-3-ammonio-1-propanesulfonate C(CCCCCCC)OS(=O)(=O)CCC[NH+](C)C